4-fluoro-N-(7-(1-methylcyclopropyl)-1H-indazol-3-yl)benzamide copper mercury silver platinum [Pt].[Ag].[Hg].[Cu].FC1=CC=C(C(=O)NC2=NNC3=C(C=CC=C23)C2(CC2)C)C=C1